C12C(C3CC(CC(C1)C3)C2)NC(CN2C(C(=CC=C2)NC([C@H](CCC(C(=O)NC)=O)NC(=O)C2=C(N=C(S2)C(F)(F)F)C)=O)=O)=O (S)-N1-(1-(2-(2-adamantylamino)-2-oxoethyl)-2-oxo-1,2-dihydropyridin-3-yl)-N6-methyl-2-(4-methyl-2-(trifluoromethyl)thiazole-5-carboxamido)-5-oxohexanediamide